pent-2-enoic acid ethyl ester C(C)OC(C=CCC)=O